OCCN1CCN(CC1)C=1C=C(C=CC1)NC1=NC=CC(=N1)C1=C(N2C(=NC=CC2=O)S1)C1=CC(=CC=C1)OC 2-(2-{3-[4-(2-Hydroxy-ethyl)-piperazin-1-yl]-phenylamino}-pyrimidin-4-yl)-3-(3-methoxy-phenyl)-thiazolo[3,2-a]pyrimidin-5-one